C[C@]12C[C@]34C[C@H]1C[C@@H]([C@H]3[C@](C(=O)C=C4)(C)CCC(=O)NC5=C(C=CC6=C5OC(=O)NC6=O)O)O2 The molecule is a polycyclic cage that is platensimycin with a 1,3-oxazinane ring fused onto the aromatic ring. It is isolated from Streptomyces platensis. It has a role as a bacterial metabolite. It is a cyclic ether, a cyclic ketone, a polycyclic cage, a benzoxazine, an aromatic amide and a monocarboxylic acid amide. It derives from a platensimycin.